CC1(C(NCCC1)=O)C(=O)NNC(=O)C=1C(=NC=CC1)NC1=CC=C(C=C1)S(F)(F)(F)(F)F N'-(3-methyl-2-oxo-piperidine-3-carbonyl)-2-[4-(pentafluoro-lambda6-sulfanyl)anilino]pyridine-3-carbohydrazide